FC(S(=O)(=O)C(S(=O)(=O)C(F)(F)F)S(=O)(=O)C(F)(F)F)(F)F tris[(trifluoromethyl)sulfonyl]methane